2-(3-acetyl-5-(pyrimidin-5-yl)-1H-indazol-1-yl)-N-(2-((3-chloro-2-fluorophenylmethyl)amino)-2-oxoethyl)-N-cyclopropylacetamide C(C)(=O)C1=NN(C2=CC=C(C=C12)C=1C=NC=NC1)CC(=O)N(C1CC1)CC(=O)NCC1=C(C(=CC=C1)Cl)F